3-[[bis(2-methylpropyloxy)thiophosphinyl]thio]-2-methylpropionic acid CC(COP(=S)(SCC(C(=O)O)C)OCC(C)C)C